N1[C@@H](CCCC1)CC(=O)N (S)-piperidin-2-carboxyamide